C(C(C)C)C=1C=C(C=CC1)C=1NC2=CC=C(C=C2C1)SCC(=O)O 2-((2-(3-isobutylphenyl)-1H-indol-5-yl)thio)acetic acid